5-[3-({(1S)-1-[(3S,4S)-3-ethylpiperidin-4-yl]ethyl}amino)-5-fluoro-4-methylphenyl]-1,3,4-oxadiazol-2(3H)-one C(C)[C@@H]1CNCC[C@@H]1[C@H](C)NC=1C=C(C=C(C1C)F)C1=NNC(O1)=O